N1N=CC2=CC(=CC=C12)OCC(=O)O 1H-Indazol-5-yloxyacetic acid